(1R,3R)-3-[(E)-2-cyano-1-propen-1-yl]-2,2-dimethylcyclopropane C(#N)/C(=C/[C@@H]1C(C1)(C)C)/C